(2S,5R)-5-(2-chlorophenyl)-1-(4-morpholinylbenzoyl)pyrrolidine-2-carboxylic acid ClC1=C(C=CC=C1)[C@H]1CC[C@H](N1C(C1=CC=C(C=C1)N1CCOCC1)=O)C(=O)O